6-{2-fluoro-4-[(1-hydroxycyclopropyl)methoxy]-3-methylphenyl}-5-methyl-4,5-dihydro-2H-pyridazine FC1=C(C=CC(=C1C)OCC1(CC1)O)C=1C(CCNN1)C